BrC1=C(C=NN(C1=O)C)N[C@@H]1C[C@@H](CN(C1)C)C1=CC=C(C(=O)N2CCC3(CN(C3)C=3C=C(C=CC3)C3C(NC(CC3)=O)=O)CC2)C=C1 3-[3-[7-[4-[(3R,5R)-5-[(5-bromo-1-methyl-6-oxo-pyridazin-4-yl)amino]-1-methyl-3-piperidyl]benzoyl]-2,7-diazaspiro[3.5]nonan-2-yl]phenyl]piperidine-2,6-dione